8-chloro-6-fluoro-1-[(1R,2S)-2-fluorocyclopropyl]-4-oxo-1,4-dihydroquinoline-3-carboxylic acid ClC=1C=C(C=C2C(C(=CN(C12)[C@H]1[C@H](C1)F)C(=O)O)=O)F